C[C@H](C1CCC(CC1)C(=O)NC2=CC=NC=C2)N (R)-(+)-trans-N-(4-pyridyl)-4-(1-aminoethyl)-cyclohexanecarboxamide